N[C@@H](CCC(=O)OP(=O)([O-])[O-])C(=O)O γ-glutamylphosphate